C1=CC=CC=2OC[C@@H](C=3N(C21)C=CC3)NC(=O)C3=NN(C=N3)CC3=C(C=CC=C3)F |r| (±)-N-(6,7-Dihydrobenzo[b]pyrrolo[1,2-d][1,4]oxazepin-7-yl)-1-(2-fluorobenzyl)-1H-1,2,4-triazole-3-carboxamide